C(C=C)(=O)N1C[C@@H](N(C[C@H]1C)C1=NC(N2C3=C(C(=C(C=C13)Cl)C1=C(C=C(C=C1)F)F)SC[C@@H]2CN2CCN(CC2)C2CC2)=O)C (3S)-7-((2S,5R)-4-acryloyl-2,5-dimethylpiperazin-1-yl)-9-chloro-3-((4-cyclopropylpiperazin-1-yl)methyl)-10-(2,4-difluorophenyl)-2H-[1,4]thiazino[2,3,4-ij]quinazolin-5(3H)-one